2-(cyclopentoxy)acetyl chloride C1(CCCC1)OCC(=O)Cl